ClC=1N=C(C2=C(N1)C(=CS2)C)N2N=C(N=C2N)NC=2C=C1C(=NC2)CCC2(OCCO2)CC1 1-(2-chloro-7-methylthieno[3,2-d]pyrimidin-4-yl)-N3-(5,6,8,9-tetrahydrospiro[cyclohepta[b]pyridine-7,2'-[1,3]dioxolane]-3-yl)-1H-1,2,4-triazole-3,5-diamine